C(C)(C)NC1=CC(=NC=C1C(=O)N1CC(C1)CS(=O)(=O)C)NC1=NC(=NC=C1)N1CC(NCC1)=O 4-(4-((4-(isopropylamino)-5-(3-((methylsulfonyl)methyl)azetidine-1-carbonyl)pyridin-2-yl)amino)pyrimidin-2-yl)piperazin-2-one